N,N-dimethyl-4-(7-(N-(1-methylcyclopropyl)sulfamoyl)-9H-pyrido[2,3-b]indol-4-yl)piperidine-1-carboxamide CN(C(=O)N1CCC(CC1)C1=CC=NC=2NC3=CC(=CC=C3C21)S(NC2(CC2)C)(=O)=O)C